2-{[(2,2-dimethyl-4,6-dioxo-1,3-dioxan-5-ylidene) methyl] amino}-4-methylphenyl acetate C(C)(=O)OC1=C(C=C(C=C1)C)NC=C1C(OC(OC1=O)(C)C)=O